mannitol, trishydrochloride Cl.Cl.Cl.C([C@@H](O)[C@@H](O)[C@H](O)[C@H](O)CO)O